ON(C(CS(=O)(=O)[O-])CCCCCCCCCCCC)C.[Na+] sodium N2-hydroxy-dodecyl-N-methyltaurate